FC1=C(C=C(C=C1)F)C(CC#CC#CC=1C=2N(C=C(C1)C(=O)N)N=CC2)C=2C(N(C=CC2)C)=O 4-(6-(2,5-difluorophenyl)-6-(1-methyl-2-oxo-1,2-dihydropyridin-3-yl)hexa-1,3-diyne-1-yl)pyrazolo[1,5-a]pyridine-6-carboxamide